tert-butyl {(2S)-2-[4-fluoro-2-({[(1R,2S)-2-hydroxycyclopentyl] amino}methyl)phenoxy]propyl}carbamate FC1=CC(=C(O[C@H](CNC(OC(C)(C)C)=O)C)C=C1)CN[C@H]1[C@H](CCC1)O